C(C)N([C@@H](C)C(=O)[O-])P(=O)(OC1=C2[C@H]3[C@H](C(OC2=CC(=C1)CCCCC)(C)C)CCC(=C3)C)C(=O)OC(C)C ethyl((isopropoxycarbonyl)(((6aR,10aR)-6,6,9-trimethyl-3-pentyl-6a,7,8,10a-tetrahydro-6H-benzo[c]chromen-1-yl)oxy)phosphoryl)-L-alaninate